(R)-2-(allyl-(2-(4-bromophenyl)-2-chloroethyl)amino)acetonitrile C(C=C)N(CC#N)C[C@H](Cl)C1=CC=C(C=C1)Br